ClCC(=O)NC(NC(C1=C(C=CC=C1)Cl)=O)=O 2-chloro-N-((2-chlorobenzoyl)carbamoyl)acetamide